NC1=CC=C(C=C1)C[C@@H](C=1SC=C(N1)CC)NC([C@H](CC1=CC=CC=C1)NC(OC)=O)=O Methyl (S)-1-((S)-2-(4-aminophenyl)-1-(4-ethylthiazol-2-yl)ethyl-amino)-1-oxo-3-phenylpropan-2-ylcarbamate